2-(2-hydroxyeth-1-yloxy)ethan-1-ylammonium OCCOCC[NH3+]